(2-amino-5-chloropyridin-4-yl)-2,2-dimethyl-2,3-dihydro-1H-pyrrolizine-5-carbonitrile NC1=NC=C(C(=C1)C1C(CN2C(=CC=C12)C#N)(C)C)Cl